C12(CC(C1)C2)N2C[C@H](NS(C1=C2C=C(C(=C1)O\C=C(\C(=O)O)/F)SC)(=O)=O)CCC (R,Z)-3-((5-(bicyclo[1.1.1]pentan-1-yl)-7-(methylthio)-1,1-dioxido-3-propyl-2,3,4,5-tetrahydrobenzo[f][1,2,5]thiadiazepin-8-yl)oxy)-2-fluoroacrylic acid